N(=C=O)CCCCCCN1C(N(C(N(C1=O)CCCCCN=C=O)=O)CCCCCCN=C=O)=O 1,3-bis(6-isocyanatohexyl)-5-(5-isocyanatopentyl)-1,3,5-triazine-2,4,6-trione